(3R)-4-{7-bromo-3-[3-methyl-1-(oxan-2-yl)-1H-pyrazol-5-yl]-[1,2]thiazolo[4,5-b]pyridin-5-yl}-3-methylmorpholine BrC1=C2C(=NC(=C1)N1[C@@H](COCC1)C)C(=NS2)C2=CC(=NN2C2OCCCC2)C